5-diazo-6-oxo-5,6-dihydronaphthalene-2-carbonitrile [N+](=[N-])=C1C=2C=CC(=CC2C=CC1=O)C#N